tert-butyl N-(6,8-dimethylimidazo[1,2-a]pyrazin-2-yl)carbamate CC=1N=C(C=2N(C1)C=C(N2)NC(OC(C)(C)C)=O)C